ClC1=C(C=CC(=C1)OC1=CC=C(C=C1)Cl)C(C(=O)OC)(CN1N=CN=C1)O methyl 2-[2-chloro-4-(4-chlorophenoxy)phenyl]-2-hydroxy-3-(1H-1,2,4-triazol-1-yl)propanoate